ClC=1C(=NC(=NC1)N1[C@H](CN([C@H](C1)C)C)C)N1CC(C1)C(=O)NC(C)(C)C1=CN=C2N1C=CC=C2 1-(5-chloro-2-((2s,5s)-2,4,5-trimethylpiperazin-1-yl)pyrimidin-4-yl)-N-(2-(imidazo[1,2-a]pyridin-3-yl)propan-2-yl)azetidine-3-carboxamide